BrCC(=O)C=1SC=C(C1)Cl 2-bromo-1-(4-chloro-2-thienyl)ethanone